C(CNC(CCCCCCCCCCCCCCCCC)=O)NC(CCCCCCCCCCCCCCCCC)=O N,N'-1,2-ethanediylbisoctadecaneamide